3-chloro-2-hydroxy-5-(2-(4-hydroxyphenyl)propan-2-yl)benzonitrile ClC=1C(=C(C#N)C=C(C1)C(C)(C)C1=CC=C(C=C1)O)O